COC(C1=C(C=C(C(=C1)F)S(=O)(=O)Cl)F)=O 4-(chlorosulfonyl)-2,5-difluorobenzoic acid methyl ester